3-(1-(methylsulfonyl)piperidin-4-yl)oxazolidin-2-one CS(=O)(=O)N1CCC(CC1)N1C(OCC1)=O